4-methylpiperazine-1-carboxylic acid [(2s,3s,4E,6r,7s,10r)-2-[(E)-1-(3-cyclohexyl-7-fluorobenzotriazol-5-yl) prop-1-en-2-yl]-10-hydroxy-3,7-dimethyl-12-oxo-1-oxododec-4-en-6-yl] ester C1(CCCCC1)N1N=NC2=C1C=C(C=C2F)\C=C(/C)\[C@@H](C=O)[C@H](\C=C\[C@@H]([C@H](CC[C@H](CC=O)O)C)OC(=O)N2CCN(CC2)C)C